3-Z-aminopropanoic acid NC(C(=O)O)C